C12CN(CC(CC1)N2)C2=NC(=C(C1=C(C(=NC=C21)C2=CC(=CC1=CC=C(C(=C21)C#C)F)O)F)C#N)C2COC2 1-(3,8-diazabicyclo[3.2.1]octan-3-yl)-6-(8-ethynyl-7-fluoro-3-hydroxy-1-naphthyl)-5-fluoro-3-(oxetan-3-yl)-2,7-naphthyridine-4-carbonitrile